N-[(3R)-1-(4-{[(1R)-1-(3-bromo-4-fluorophenyl)ethyl]amino}-2-methylpyrido[3,4-d]pyrimidin-6-yl)pyrrolidin-3-yl]acetamide BrC=1C=C(C=CC1F)[C@@H](C)NC=1C2=C(N=C(N1)C)C=NC(=C2)N2C[C@@H](CC2)NC(C)=O